N1C(N)(N=C2N=CN=C2C1=O)CC(C(=O)N)C Guanine-2-isobutyramide